C(#N)C1=CC(=C(C=C1)COC1=CC=CC(=N1)C1=CC(=C(C(=C1)C)CC(=O)OC(C)(C)C)F)F tert-butyl 2-[4-[6-[(4-cyano-2-fluoro-phenyl)methoxy]-2-pyridyl]-2-fluoro-6-methyl-phenyl]acetate